3-(5-tert-butyl-isoxazol-3-yl)urea C(C)(C)(C)C1=CC(=NO1)NC(N)=O